C(C)(=O)O[C@@H]1[C@H](O[C@]([C@@H]1OCC1=CC=CC=C1)(COS(=O)(=O)C)CS(=O)(=O)C)N1C2=NC=NC(=C2N=C1)NC(C1=CC=CC=C1)=O 9-(2-O-acetyl-3-O-benzyl-5-O-methanesulfonyl-4-C-(methylsulfonylmethyl)-β-L-ribofuranosyl)-N6-benzoyladenine